2-(3-fluoro-5-((4-methyl-4H-1,2,4-triazol-3-yl)(oxetan-3-yl)methyl)phenyl)-6-(((1-methylcyclobutyl)amino)methyl)-4-(trifluoromethyl)isoindolin-1-one FC=1C=C(C=C(C1)C(C1COC1)C1=NN=CN1C)N1C(C2=CC(=CC(=C2C1)C(F)(F)F)CNC1(CCC1)C)=O